1-(cyclopropanecarbonyl)-4,5-dihydro-1H-pyrazol-3-yl triflate O(S(=O)(=O)C(F)(F)F)C1=NN(CC1)C(=O)C1CC1